tert-Butyl (2-(1H-indol-3-yl)ethyl)carbamate N1C=C(C2=CC=CC=C12)CCNC(OC(C)(C)C)=O